5-[[5-[(1-cyclopropyl-2,2,2-trifluoro-ethyl)amino]-3-methyl-imidazo[4,5-b]pyridin-7-yl]amino]-N-ethylpyridine-2-carboxamide C1(CC1)C(C(F)(F)F)NC1=CC(=C2C(=N1)N(C=N2)C)NC=2C=CC(=NC2)C(=O)NCC